Cl.NCC=1C=C(C=CC1)NC(C)=O N-[3-(aminomethyl)phenyl]acetamide hydrochloride